3-(3-fluoro-5-(4-oxopiperidin-1-yl)pyridin-2-yl)piperidine-2,6-dione FC=1C(=NC=C(C1)N1CCC(CC1)=O)C1C(NC(CC1)=O)=O